methyl 1-methyl-7-oxo-6-((1-(N-(2,2,5-trimethyl-1,3-dioxan-5-yl)sulfamoyl)cyclopropyl)methyl)-4,5,6,7-tetrahydro-1H-pyrazolo[3,4-c]pyridine-3-carboxylate CN1N=C(C2=C1C(N(CC2)CC2(CC2)S(NC2(COC(OC2)(C)C)C)(=O)=O)=O)C(=O)OC